(E)-5-(2-fluoro-6-(triethylsiloxy)styryl)-1,3-benzenediol FC1=C(/C=C/C=2C=C(C=C(C2)O)O)C(=CC=C1)O[Si](CC)(CC)CC